[Br-].C(CCCCCCCCCCC)[N+](C)(C)C dodecyl-trimethyl-ammonium bromid